1,2-dicyclohexylbenzene C1(CCCCC1)C1=C(C=CC=C1)C1CCCCC1